CC1=C(N)C=C(C(=C1)C)S(=O)(=O)O 2,4-dimethylaniline-5-sulfonic acid